BrC1=CC(=C(N1C[C@@H]1CN(CCO1)C(=O)OC(C)(C)C)C)C(=O)OCC tert-butyl (S)-2-((5-bromo-3-(ethoxycarbonyl)-2-methyl-1H-pyrrol-1-yl)methyl)morpholine-4-carboxylate